3-phenyl-2,3,3a,4-tetrahydro[1]benzopyrano[4,3-c]pyrazole C1(=CC=CC=C1)C1C2C(=NN1)C1=C(OC2)C=CC=C1